tert-butyl 6-[[6-(trifluoromethyl) pyridazin-3-yl] amino]-2-azaspiro[3.3]heptane-2-carboxylate FC(C1=CC=C(N=N1)NC1CC2(CN(C2)C(=O)OC(C)(C)C)C1)(F)F